2-[[7-([2-fluoro-4-[3-(hydroxymethyl)pyrazol-1-yl]phenyl]amino)-1,6-naphthyridin-2-yl](piperidin-4-yl)amino]ethanol FC1=C(C=CC(=C1)N1N=C(C=C1)CO)NC1=NC=C2C=CC(=NC2=C1)N(CCO)C1CCNCC1